S1C=C(C=C1)OCC(=O)[O-].[Li+] lithium thiophene-3-oxyacetate